N-ethynyl-4-(4-methoxyphenyl)methylaminomethyl-N-methylbenzenesulfonamide C(#C)N(S(=O)(=O)C1=CC=C(C=C1)CNCC1=CC=C(C=C1)OC)C